3-methyl-4-(3-bromopropionamido)benzyl alcohol CC=1C=C(CO)C=CC1NC(CCBr)=O